5-(2-(cyclopropyl-methyl)-1-(3-(4-methylpiperazin-1-yl)-bicyclo[1.1.1]pentan-1-yl)-1H-imidazol-4-yl)-3-(difluoromethoxy)-pyridin-2-amine C1(CC1)CC=1N(C=C(N1)C=1C=C(C(=NC1)N)OC(F)F)C12CC(C1)(C2)N2CCN(CC2)C